OC1=C(C=C(C=C1)/C=C/C(=O)NCC=1N=NN(C1)CC1=C(C=CC=C1)C(F)(F)F)OC (E)-3-(4-hydroxy-3-methoxyphenyl)-N-((1-(2-(trifluoromethyl)benzyl)-1H-1,2,3-triazol-4-yl)methyl)acrylamide